(1-cyclopropyl-1H-pyrazol-3-yl)-N-(6-methoxypyrimidin-4-yl)-5-methyl-2-(1-methyl-1H-imidazol-2-yl)pyrrolo[2,1-f][1,2,4]triazin-4-amine C1(CC1)N1N=C(C=C1)C=1C(=C2C(=NC(=NN2C1)C=1N(C=CN1)C)NC1=NC=NC(=C1)OC)C